2-(3,5-difluorophenyl)thiazole-4-carboxylic acid FC=1C=C(C=C(C1)F)C=1SC=C(N1)C(=O)O